FC(C=C)(C(C(C(F)(F)F)(C(F)(F)F)F)F)C(F)(F)F 3,4,5,6,6,6-hexafluoro-3,5-bis(trifluoromethyl)hex-1-ene